ClC1=CC=C2C(=C(C(N(C2=C1)C1=C(C=CC=C1)Cl)=O)NC(C)=O)NC N-(7-chloro-1-(2-chlorophenyl)-4-(methylamino)-2-oxo-1,2-dihydro-quinolin-3-yl)acetamide